[Cl+].[Rh+3].N#[C-].N#[C-].N#[C-].N#[C-] isonitrile rhodium chlorine